bis[2-(methyldimethoxysilyl)1,3-diphenyl-1,3-propanedione] platinum (II) [Pt+2].C[Si](C(C(=O)C1=CC=CC=C1)C(=O)C1=CC=CC=C1)(OC)OC.C[Si](C(C(=O)C1=CC=CC=C1)C(=O)C1=CC=CC=C1)(OC)OC